(S)-4-Bromo-5-((1-(3-oxo-3-(4-(5-(trifluoromethyl)pyrimidin-2-yl)piperazin-1-yl)propoxy)propan-2-yl)oxy)pyridazin-3(2H)-one BrC=1C(NN=CC1O[C@H](COCCC(N1CCN(CC1)C1=NC=C(C=N1)C(F)(F)F)=O)C)=O